NC1=C(C=CC=C1)NC(=O)C1=CC=C(CC2=C(C(=CC=3C4=CC(=CC=C4C(=CC23)C(=O)N)O)OC)OC)C=C1 (4-((2-aminophenyl)carbamoyl)benzyl)-6-hydroxy-2,3-dimethoxyphenanthrene-9-carboxamide